CC1CN=C(CC1)C1=CC=C2C(=N1)C=NN2 5-(3-methyl-2,3,4,5-tetrahydropyridin-6-yl)-1H-pyrazolo[4,3-b]pyridine